OC1=C(C=2C(C3=CC=CC=C3C(C2C=C1C(=O)N1CC(NCC1)C)=O)=O)O dihydroxy-3-(3-methylpiperazine-1-carbonyl)anthracene-9,10-dione